methyl 4-(bis(4-methoxybenzyl)amino)-1-(2-chloro-4-(hydroxymethyl)-6-nitrophenyl)-6-oxo-1,6-dihydropyrimidine-5-carboxylate COC1=CC=C(CN(C=2N=CN(C(C2C(=O)OC)=O)C2=C(C=C(C=C2[N+](=O)[O-])CO)Cl)CC2=CC=C(C=C2)OC)C=C1